2-methyl-2-(4-methylphenoxy)propan-1-ol CC(CO)(C)OC1=CC=C(C=C1)C